1-(5-(2-fluorobenzoyl)-1-methyl-1H-pyrrol-2-yl)-2-(pyridin-4-yl)ethan-1-one FC1=C(C(=O)C2=CC=C(N2C)C(CC2=CC=NC=C2)=O)C=CC=C1